ClC1=NC(=CN=C1)OCC1(COCC1)C 2-chloro-6-((3-methyltetrahydrofuran-3-yl)methoxy)pyrazine